1,1,3,3-tetracyclohexyldisiloxane C1(CCCCC1)[SiH](O[SiH](C1CCCCC1)C1CCCCC1)C1CCCCC1